2-((1H-benzo[d][1,2,3]triazol-5-yl)methyl)-3-((4-chloro-1-(2-methoxyethyl)-1H-pyrazol-5-yl)methyl)isoindolin-1-one N1N=NC2=C1C=CC(=C2)CN2C(C1=CC=CC=C1C2CC2=C(C=NN2CCOC)Cl)=O